[Mn].[Fe].[Co] Cobalt iron-manganese